C(C1=CC=CC=C1)OC=1C=CC(=C2C=CC(NC12)=O)[C@H](CNCC(C)C)O (R)-8-(benzyloxy)-5-(1-hydroxy-2-(isobutylamino)ethyl)quinolin-2(1H)-one